epoxytriethylene glycol monomethyl ether COC1C(OCCOCCO)O1